C1(=CC=C(C=C1)OC=1C=C(C=CC1)C1OCCO1)C 2-(3-(p-tolyloxy)phenyl)-1,3-dioxolane